2-cyanophenylalanine C(#N)C1=C(C[C@H](N)C(=O)O)C=CC=C1